rac-4-[5-(bromomethyl)-5,6-dihydro-1,4,2-dioxazin-3-yl]-2,2-dimethyl-piperidine-1-carboxylic acid tert-butyl ester C(C)(C)(C)OC(=O)N1C(CC(CC1)C1=NOCC(O1)CBr)(C)C